2-(5,6-difluoro-1H-indazol-3-yl)-6-methyl-1,6-naphthyridin-5-one FC=1C=C2C(=NNC2=CC1F)C1=NC=2C=CN(C(C2C=C1)=O)C